BrC1=C2C=NN(C2=C(C(=C1)F)Cl)C([2H])([2H])[2H] 4-bromo-7-chloro-6-fluoro-1-(methyl-d3)-1H-indazole